2-chloro-N-(cyclohexylmethyl)-N-Phenylquinazolin-4-amine ClC1=NC2=CC=CC=C2C(=N1)N(C1=CC=CC=C1)CC1CCCCC1